NC1=NC=NC=C1O 4-aminopyrimidin-5-ol